6-bromo-8-chloro-4-(chloromethyl)phthalazin-1(2H)-one BrC=1C=C2C(=NNC(C2=C(C1)Cl)=O)CCl